(±)-trans-ethyl-2-(pyridin-2-yl)cyclopropanecarboxylate C(C)OC(=O)[C@H]1[C@@H](C1)C1=NC=CC=C1 |r|